[Li].CN1C(=NC(=C1)[N+](=O)[O-])C(=O)O 1-methyl-4-nitro-1H-imidazole-2-carboxylic acid lithium